C(C)OC(=O)C=1N(C2=CC=C(C=C2C1)[N+](=O)[O-])C 1-Methyl-5-nitro-1H-indole-2-carboxylic acid ethyl ester